C(C)C1(COC1)COCCOCC1(COC1)CC ethylene glycol bis(3-ethyl-3-oxetanylmethyl) ether